3-(5-methoxy-2-oxo-1,2,3,4-tetrahydro-1,6-naphthyridin-7-yl)pyrrolidine-1-carboxylic acid tert-butyl ester C(C)(C)(C)OC(=O)N1CC(CC1)C1=NC(=C2CCC(NC2=C1)=O)OC